BrC1=CC=C(C=C1)C(C=CC1=CC(=C(OC(C(=O)O)(C)C)C=C1)C1CCCCC1)=O 2-[4-[3-(4-Bromophenyl)-3-oxoprop-1-enyl]-2-cyclohexylphenoxy]-2-methylpropanoic acid